1-butyl-3-methylimidazole trifluoromethanesulfonic acid salt FC(S(=O)(=O)O)(F)F.C(CCC)N1CN(C=C1)C